3-bromoacrylamide (ethoxy)propionate C(C)OC(C(=O)O)C.BrC=CC(=O)N